(1R,2S,5S)-N-[(S)-cyano(1,6-naphthyridin-8-yl)methyl]-3-[(2S)-3,3-dimethyl-2-[[2-(oxetan-3-yl)acetyl]amino]butanoyl]-6,6-dimethyl-3-azabicyclo[3.1.0]hexane-2-carboxamide C(#N)[C@@H](NC(=O)[C@@H]1[C@H]2C([C@H]2CN1C([C@H](C(C)(C)C)NC(CC1COC1)=O)=O)(C)C)C=1C=NC=C2C=CC=NC12